7-ethoxy-5-hydroxy-2,2-dimethyl-4H-benzo[d][1,3]dioxin-4-one C(C)OC=1C=C(C2=C(OC(OC2=O)(C)C)C1)O